FC=1C=C(C(=O)OC)C=C(C1)C=1C(=NOC1C)C(C)C methyl 3-fluoro-5-(3-isopropyl-5-methylisoxazol-4-yl)benzoate